N-(1-(3-chlorobenzyl)piperidin-4-yl)-3,3,5-trimethyl-2,3-dihydro-1H-pyrrolo[3,2-b]pyridine-1-carboxamide ClC=1C=C(CN2CCC(CC2)NC(=O)N2CC(C3=NC(=CC=C32)C)(C)C)C=CC1